ClC1=C(OCC(=O)O)C(=CC(=C1)C(CC(C)(C)C)(C)C)Cl.C(CCCCCCCC)N1C=NCC1 n-nonyl-imidazoline 2,6-dichloro-4-(1,1,3,3-tetramethylbutyl)phenoxyacetate